Undecandienal C(C=CC=CCCCCCC)=O